2-[2-ethyl-7-({8-fluoro-2-methylimidazo[1,2-a]pyridin-6-yl}carbamoyl) indazol-4-yl]-2,5-diazaspiro[3.4]octane-5-carboxylate C(C)N1N=C2C(=CC=C(C2=C1)N1CC2(C1)N(CCC2)C(=O)[O-])C(NC=2C=C(C=1N(C2)C=C(N1)C)F)=O